C(C)(C)(C)OC(=O)N1CC(N(CC1)C=1C=C2C(=NC=3N(C2=CN1)C=CN3)NC(C)C3=C(C(=CC=C3)C#N)C)C 4-{5-[1-(3-Cyano-2-methyl-phenyl)-ethylamino]-3,4,8,9b-tetraaza-cyclopenta[a]naphthalen-7-yl}-3-methyl-piperazine-1-carboxylic acid tert-butyl ester